CC1(CCC(CC1)=O)C(=O)Cl 1-methyl-4-oxocyclohexane-1-carbonyl chloride